2-cyanoethyl N,N,N,N-tetraisopropylphosphordiamidite CC(C)N(C(C)C)P(N(C(C)C)C(C)C)OCCC#N